C(CCCCCCCCC(=O)[O-])(=O)OC1CC(NC(C1)(C)C)(C)C (2,2,6,6-tetramethyl-4-piperidinyl) sebacate